O1CC(=CCC1)C1=CC=2C(=NC=C(C2)C(=O)NC=2C(=NC=C(C2)NC(CN2CCCCC2)=O)C)N1 2-(5,6-dihydro-2H-pyran-3-yl)-N-(2-methyl-5-(2-(piperidin-1-yl)acetamido)pyridin-3-yl)-1H-pyrrolo[2,3-b]pyridine-5-carboxamide